FC1=C(C(=CC=C1)OC)N1N=C2C(=CC1=O)NN=C2C2=CC=C(C=C2)N2CC(N(CC2)C)C(C)(C)OC 5-(2-Fluoro-6-methoxyphenyl)-3-(4-(3-(2-methoxyprop-2-yl)-4-methylpiperazin-1-yl)phenyl)-1H-pyrazolo[4,3-c]pyridazin-6(5H)-on